C(C)C1=C(C(=CC(=C1)CC)CC)C=1C=C(C2=CC=CC=C2C1)C1=CC(=CC2=CC=CC=C12)C1=C(C=C(C=C1CC)CC)CC 3,3'-bis(2,4,6-triethylphenyl)-[1,1'-binaphthyl]